(2R,3R)-2-amino-3-carbamimidamido-4,4,4-trifluorobutanoic acid N[C@@H](C(=O)O)[C@H](C(F)(F)F)NC(=N)N